FC(OC1=CC=C(C=C1)C=1C=C(C(N(N1)C1=CC(=CC=C1)F)=O)C(=O)O)(F)F 6-[4-(trifluoromethoxy)phenyl]-2-(3-fluorophenyl)-3-oxo-2,3-dihydropyridazine-4-carboxylic acid